FC1=C(C=C(C=C1)F)[C@@H]1C[C@@H](C=2N1N=C(N2)[S@](=O)CF)F (5S,7S)-5-(2,5-difluorophenyl)-7-fluoro-2-[(S)-fluoromethylsulfinyl]-6,7-dihydro-5H-pyrrolo[1,2-b][1,2,4]triazole